CP(=O)(Cl)Cl METHYLPHOSPHONIC ACID CHLORIDE